C(#N)C(C)(C)NS(=O)(=O)C1=CC=C(C=C1)NC([C@H](CC1=CC=CC=C1)NC(C1=CC=C(C=C1)F)=O)=O (S)-N-(1-(4-(N-(2-cyanopropan-2-yl)sulfamoyl)phenylamino)-1-oxo-3-phenylpropan-2-yl)4-fluorobenzamide